1-(4-chlorophenyl)-N-(4-methoxyphenyl)-N-methyl-1H-1,2,4-triazole-3-carboxamide ClC1=CC=C(C=C1)N1N=C(N=C1)C(=O)N(C)C1=CC=C(C=C1)OC